COC=1C=C(C=CC1)N1[C@H]2CN([C@H](C1)C2)C2=NC(=NC=C2C#N)C=2C=NN(C2)C 4-[(1S,4R)-5-(3-methoxyphenyl)-2,5-diazabicyclo[2.2.1]hept-2-yl]-2-(1-methyl-1H-pyrazol-4-yl)pyrimidine-5-carbonitrile